[N+](=O)([O-])C[14C](=O)O nitroacetic acid-1-14C